tert-butyl (4-chloro-2-(1-methyl-1H-pyrazol-3-yl)thiazol-5-yl)carbamate ClC=1N=C(SC1NC(OC(C)(C)C)=O)C1=NN(C=C1)C